CC=1C(=CC(=NC1)NC(C1=CC(=CC=C1)C(F)(F)F)=O)B1OC(C(O1)(C)C)(C)C N-(5-methyl-4-(4,4,5,5-tetramethyl-1,3,2-dioxaborolan-2-yl)pyridin-2-yl)-3-(trifluoromethyl)benzamide